6-chloro-7-fluoro-2-(5-fluoro-1H-1,2,4-triazol-3-yl)-5-methoxy-1-methyl-3-(1H-pyrazol-4-yl)-1H-indole ClC1=C(C=C2C(=C(N(C2=C1F)C)C1=NNC(=N1)F)C=1C=NNC1)OC